C(C)[C@H]1N(C[C@@H](N(C1)C=1C2=C(NC(N1)=O)N(N=N2)CC2(CCC2)O)C)C(C)C2=CC=C(C=C2)C(F)(F)F 7-((2S,5R)-5-ethyl-2-methyl-4-(1-(4-(trifluoromethyl)phenyl)ethyl)piperazin-1-yl)-3-((1-hydroxycyclobutyl)methyl)-3,4-dihydro-5H-[1,2,3]triazolo[4,5-d]pyrimidin-5-one